(R)-2-amino-N-(2,2,2-trifluoro-1-(4-fluorophenyl)ethyl)benzo[d]thiazole-6-sulfonamide NC=1SC2=C(N1)C=CC(=C2)S(=O)(=O)N[C@@H](C(F)(F)F)C2=CC=C(C=C2)F